4-[2-[3-([2,6-dimethoxy-4-(2-methyl-1-oxo-2,7-naphthyridin-4-yl)phenyl]methyl)(methyl)(amino)propoxyethyl]piperazin-1-yl]-2-(2,6-dioxopiperidin-3-yl)isoindole-1,3-dione COC1=C(C(=CC(=C1)C1=CN(C(C2=CN=CC=C12)=O)C)OC)CC(CCOC(CC1N(CCNC1)C1=C2C(N(C(C2=CC=C1)=O)C1C(NC(CC1)=O)=O)=O)C)N